N4-cyclopropyl-N2-(2-methoxy-4-(morpholinosulfonyl)phenyl)-7H-pyrrolo[2,3-d]pyrimidine-2,4-diamine C1(CC1)NC=1C2=C(N=C(N1)NC1=C(C=C(C=C1)S(=O)(=O)N1CCOCC1)OC)NC=C2